3-(trimethoxysilyl)-propylammonium CO[Si](CCC[NH3+])(OC)OC